1-((2-amino-3-(dimethylphosphoryl)pyridin-4-yl)methyl)-5,5-dimethyl-3-(4-((trifluoromethyl)thio)phenyl)imidazolidine-2,4-dione NC1=NC=CC(=C1P(=O)(C)C)CN1C(N(C(C1(C)C)=O)C1=CC=C(C=C1)SC(F)(F)F)=O